1-(4-((5-fluoro-4-(3-(4-methyl-2-oxopyridin-1(2H)-yl)phenyl)pyrimidin-2-yl)amino)cyclohexane-1-carbonyl)piperidin FC=1C(=NC(=NC1)NC1CCC(CC1)C(=O)N1CCCCC1)C1=CC(=CC=C1)N1C(C=C(C=C1)C)=O